Acetic acid (6S,9S)-6-butyl-1,1-difluoro-1-(3-fluorophenyl)-4,7,11-trioxo-9-(((S)-2-oxopyrrolidin-3-yl) methyl)-2-phenyl-3-oxa-5,8,12-triazatetradec-10-yl ester C(CCC)[C@H](NC(OC(C(C1=CC(=CC=C1)F)(F)F)C1=CC=CC=C1)=O)C(N[C@H](C(C(NCC)=O)OC(C)=O)C[C@H]1C(NCC1)=O)=O